N-[7-(4-chlorophenyl)-4-oxo-5-(2-phenylethyl)thiazolo[4,5-d]pyridazin-2-yl]-2-methyl-propanamide ClC1=CC=C(C=C1)C=1C2=C(C(N(N1)CCC1=CC=CC=C1)=O)N=C(S2)NC(C(C)C)=O